N-(3-(1H-pyrazol-3-yl)propyl)-7-(8-ethyl-7-fluoro-3-(methoxymethoxy)naphthalen-1-yl)-8-fluoro-2-(((2R,7aS)-2-fluorohexahydro-1H-pyrrolizin-7a-yl)methoxy)pyrido[4,3-d]pyrimidin-4-amine N1N=C(C=C1)CCCNC=1C2=C(N=C(N1)OC[C@]13CCCN3C[C@@H](C1)F)C(=C(N=C2)C2=CC(=CC1=CC=C(C(=C21)CC)F)OCOC)F